1,3-difluoro-2-methylpropane FCC(CF)C